FC1([C@@H](CN2C(N(C=C21)C2=NOC1=C2C(=CC(=C1)CO)C1=C(C=C(C=C1F)F)F)=O)NS(=O)(=O)C)F N-{(6R)-7,7-difluoro-2-[6-(hydroxymethyl)-4-(2,4,6-trifluorophenyl)-1,2-benzoxazol-3-yl]-3-oxo-2,5,6,7-tetrahydro-3H-pyrrolo[1,2-c]imidazol-6-yl}methanesulfonamide